OC1=C(C=CC(=C1)OCCCCCCCC)C(=O)C1=CC=CC=C1 [2-hydroxy-4-(octyloxy)phenyl](phenyl)methaneone